FC(CN1CCC2(CC1)CNC1=CC=CC=C12)(F)F 1'-(2,2,2-trifluoroethyl)-1,2-dihydrospiro[indole-3,4'-piperidine]